C(#N)CNC(C1=CC=C(C=C1)C1=NC(=NC=C1C)NC=1C=NN(C1)C1CCN(CC1)C(=O)C1(CC1)C(F)(F)F)=O N-(cyanomethyl)-4-(5-methyl-2-((1-(1-(1-(trifluoromethyl)cyclopropane-carbonyl)piperidin-4-yl)-1H-pyrazol-4-yl)amino)pyrimidin-4-yl)benzamide